CN(CCO)C(=O)OC(C)(C)C N-methyl-N-boc-glycinol